2-[5-(methylamino)-1H-pyrazol-3-yl]-N-(1-methylpiperidin-4-yl)-1-(2,2,2-trifluoroethyl)-1H-indol-4-amine CNC1=CC(=NN1)C=1N(C=2C=CC=C(C2C1)NC1CCN(CC1)C)CC(F)(F)F